2-(3,3-dimethyl-2,3-dihydrobenzofuran-5-yl)-1,3,4-oxadiazole CC1(COC2=C1C=C(C=C2)C=2OC=NN2)C